S1C2=C(C=C1)C=C(C=C2)CN(C(=O)[C@H]2N(CCC2)S(=O)(=O)C2=CC=C(C)C=C2)C2CCC(CC2)O (S)-1-(Toluene-4-sulfonyl)-pyrrolidine-2-carboxylic acid benzo[b]thiophen-5-ylmethyl-(4-hydroxy-cyclohexyl)-amide